tert-Butyl (4-(8-amino-3-(pyrimidin-5-yl)imidazo[1,5-a]pyrazin-1-yl)-2-methoxyphenyl)carbamate NC=1C=2N(C=CN1)C(=NC2C2=CC(=C(C=C2)NC(OC(C)(C)C)=O)OC)C=2C=NC=NC2